BrC1=CC=2C(C3=CC(=CC=C3C2C=C1)Br)(CC)CC 2,7-dibromo-9,9-diethylfluorene